FC1=C(C2=C(C(=C(C(=C2C(=C1F)F)F)F)F)F)[B-](C1=C(C(=C(C2=C(C(=C(C(=C12)F)F)F)F)F)F)F)(C1=C(C(=C(C2=C(C(=C(C(=C12)F)F)F)F)F)F)F)C1=C(C(=C(C2=C(C(=C(C(=C12)F)F)F)F)F)F)F.C[NH+](C1=CC=CC=C1)CCCCCCCCCC N-methyl-N-decyl-anilinium tetrakis(perfluoronaphthyl)borate